[N+](=O)([O-])OC(CCBr)CO[N+](=O)[O-] 3,4-dinitrooxy-1-bromobutane